zinc 5-tridecenate C(CCCC=CCCCCCCC)(=O)[O-].[Zn+2].C(CCCC=CCCCCCCC)(=O)[O-]